9-(1-((6-chloro-2-(1-methyl-1H-1,2,4-triazol-3-yl)pyridin-3-yl)amino)ethyl)-3-(1-(2-hydroxyethyl)pyrrolidin-3-yl)-4,7-dimethyl-3,4-dihydro-5H-pyrazolo[3,4-c]isoquinolin-5-one ClC1=CC=C(C(=N1)C1=NN(C=N1)C)NC(C)C=1C=2C3=C(N(C(C2C=C(C1)C)=O)C)N(N=C3)C3CN(CC3)CCO